C1N(CCCC12CCNCC2)C(=O)[O-] 2,9-Diazaspiro[5.5]undecane-2-carboxylate